C1(=CC=CC=C1)C(C(=O)[O-])=CC1=CC=CC=C1 α-Phenylcinnamate